6-(2-Hydroxy-5-methylphenyl)-N-[(2-oxo-1H-pyridin-3-yl)sulfonyl]-2-[(4S)-2,2,4-trimethylpyrrolidin-1-yl]pyridin-3-carboxamid OC1=C(C=C(C=C1)C)C1=CC=C(C(=N1)N1C(C[C@@H](C1)C)(C)C)C(=O)NS(=O)(=O)C=1C(NC=CC1)=O